P(=O)(O)(O)OC[C@@H]1[C@H]([C@H]([C@@H](O1)N1C(=O)NC(=O)C=C1C(=O)O)O)O Orotidine-5'-phosphate